2''-(5-methylthiophen-2-yl)dispiro[[1,3]dioxolane-2,1'-cyclohexane-4',1''-indene] CC1=CC=C(S1)C=1C2(C3=CC=CC=C3C1)CCC1(CC2)OCCO1